COC=1C=C2C[C@H](N(CC2=CC1NC1=NC=C(C(=N1)NC1=C(C=CC=C1)C(F)(F)F)C(=O)N)C)C |r| (RAC)-2-((6-methoxy-2,3-dimethyl-1,2,3,4-tetrahydroisoquinolin-7-yl)amino)-4-((2-(trifluoromethyl)phenyl)amino)pyrimidine-5-carboxamide